3-(2,6-Difluorophenyl)-4-oxo-2-thioxo-1,2,3,4-tetrahydroquinazoline FC1=C(C(=CC=C1)F)N1C(NC2=CC=CC=C2C1=O)=S